ClC1=NC=CC(=N1)C1=CC=CC(=N1)C1=NOC=C1 (R)-3-(6-(2-chloropyrimidin-4-yl)pyridin-2-yl)isoxazol